2,6-diisopropyl-4-(3-methoxyphenyl)bromobenzene C(C)(C)C1=C(C(=CC(=C1)C1=CC(=CC=C1)OC)C(C)C)Br